(R)-N-(4-((7-chloro-1-methyl-2-((3-((1-methylpyrrolidin-3-yl)oxy)-5-(trifluoromethyl)phenyl)amino)-1H-imidazo[4,5-b]pyridin-6-yl)oxy)pyridin-2-yl)acetamide ClC1=C2C(=NC=C1OC1=CC(=NC=C1)NC(C)=O)N=C(N2C)NC2=CC(=CC(=C2)C(F)(F)F)O[C@H]2CN(CC2)C